C(N)(=O)C1=C(C=C(C2=CN(N=C12)C)N1CCC(CC1)N(C(OC(C)(C)C)=O)C1CC1)F tert-butyl N-[1-(7-carbamoyl-6-fluoro-2-methyl-indazol-4-yl)-4-piperidyl]-N-cyclopropyl-carbamate